4-(4-(1H-indol-3-yl)-7-isopropyl-5,6,7,8-tetrahydropyrido[3,4-d]pyrimidin-2-yl)-3-methylmorpholine N1C=C(C2=CC=CC=C12)C=1C2=C(N=C(N1)N1C(COCC1)C)CN(CC2)C(C)C